5-methylbenzothiazole-2-one CC=1C=CC2=C(NC(S2)=O)C1